FC(C(=O)O)(F)F.FC(C(=O)O)(F)F.N1CC(C1)OCC1=NC=C(C=C1)C(F)(F)F 2-((azetidin-3-yloxy)methyl)-5-(trifluoromethyl)pyridine bis(2,2,2-trifluoroacetate)